NC1CCC(CC1)NC1=NC(=NC=C1C(F)(F)F)NC=1C=C2C=CN(C(C2=CC1)=O)C(F)F 6-((4-(((1s,4s)-4-aminocyclohexyl)amino)-5-trifluoromethylpyrimidin-2-yl)amino)-2-difluoromethylisoquinolin-1(2H)-one